CC1=CC2=C(C3=CC=C(C=C3C(=C2C=C1)OC(C(CCCC)CC)=O)C)OC(C(CCCC)CC)=O 2,6-dimethyl-9,10-bis(2-ethylhexanoyloxy)anthracene